barium borate monohydrate O.B([O-])([O-])[O-].[Ba+2].B([O-])([O-])[O-].[Ba+2].[Ba+2]